ClC(=O)OCCCC(C)C 4-methylpentanyl chloroformate